6-((tert-Butoxycarbonyl)amino)-3-chloro-2-methylpyridine-4-thiol sodium [Na].C(C)(C)(C)OC(=O)NC1=CC(=C(C(=N1)C)Cl)S